C(C)OC(=O)C=1C(=CC=CC1)C1=CC=C(C=C1)CBr 4'-bromomethylbiphenyl-2-carboxylic acid ethyl ester